C1(=CC=CC=C1)C1(CCN(CC1)C(C1=CC=CC=C1)(C1=CC=CC=C1)C1=CC=CC=C1)CNS(=O)(=O)C1=CC=C(C=C1)OC(F)(F)F N-((4-phenyl-1-tritylpiperidin-4-yl)methyl)-4-(trifluoromethoxy)benzenesulfonamide